1,2-bis(glycidyloxy)benzene C(C1CO1)OC1=C(C=CC=C1)OCC1CO1